C1([C@H](O)[C@@H](O)[C@H](O)[C@H](O1)CO)O[C@@H]1[C@H]([C@H](O)O[C@@H]([C@H]1O)CO)O D-glucopyranosyl-(1->3)-β-D-glucopyranose